O=C(O)[C@H](N)CC1=CC=C(O)C(O)=C1 D-dopa